C(C)=NCCC[Si](OCC)(OCC)OCC N-ethylidene-3-(triethoxysilyl)-1-propylamine